amidino-O-methyl-isourea zinc chloride [Cl-].[Zn+2].C(N)(=N)NC(OC)=N.[Cl-]